C(CCCCC)[C@H]1[C@@H](OC1=O)C[C@H](CCCCCCCCCCC)OC([C@@H](NC=O)CC(C)C)=O N-formyl-L-leucine (1S)-1-[[(2S,3S)-3-hexyl-4-oxo-2-oxetanyl]methyl]dodecyl ester